tert-Butyl 2-[1-[6-methyl-4-oxo-2-[2-(trifluoromethyl)-1H-indol-5-yl]chromen-8-yl]ethylamino]benzoate CC=1C=C2C(C=C(OC2=C(C1)C(C)NC1=C(C(=O)OC(C)(C)C)C=CC=C1)C=1C=C2C=C(NC2=CC1)C(F)(F)F)=O